O1CC(C1)NC(O[C@@H]1CC[C@H](CC1)C(N(C[C@@H]1CC[C@H](CC1)C1=NC(=C(C=C1)OC)C)C1=NC=CC(=C1)C=1N=C(OC1)C1CC1)=O)=O trans-4-((4-(2-Cyclopropyloxazol-4-yl)pyridine-2-yl)((trans-4-(5-methoxy-6-methylpyridin-2-yl)cyclohexyl)methyl)carbamoyl)cyclohexyl oxetan-3-ylcarbamate